FC1=CC=C(C=C1)N1N=CC2=CC(=CC=C12)C1(CCN(CC1)S(=O)(=O)C=1C=NN(C1)CCC)COC 1-(4-fluorophenyl)-5-(4-(methoxymethyl)-1-((1-propyl-1H-pyrazol-4-yl)sulfonyl)piperidin-4-yl)-1H-indazole